FC=1C=CC(=NC1OC)NC1=CC=C2C=CNC2=C1 N-(5-fluoro-6-methoxypyridin-2-yl)-1H-indol-6-amine